BrC1=C2C(=NC(=C1)C)N(C=C2)C 4-Bromo-1,6-dimethyl-pyrrolo[2,3-b]pyridine